N1CC(C1)N1CCN(CC1)C1CCC(CC1)N1N=C(C=2C1=NC=NC2N)C2=CC=C(C=C2)OC2=CC=CC=C2 (4-(4-(azetidin-3-yl)piperazin-1-yl)cyclohexyl)-3-(4-phenoxyphenyl)-1H-pyrazolo[3,4-d]pyrimidine-4-amine